P(=O)(OC1=CC=C(C=C1)C)(OC1=CC=CC=C1)OC1=CC=CC=C1 p-tolyl diphenyl phosphate